FC1(CCC(CC1)N1N=CC(=C1)NC1=NC=C(C(=N1)C1=CC=C(C(=O)O)C=C1)C)F 4-(2-((1-(4,4-Difluorocyclohexyl)-1H-pyrazol-4-yl)amino)-5-methylpyrimidin-4-yl)benzoic Acid